[Sn].[Sb].[Sn] Tin antimony tin